S1C=NC2=C1C=C(C=C2)C(C)N2C[C@@H](N(C[C@H]2CC)C=2C=1N(N(C(C2)=O)C)C=C(N1)CC#N)C 2-(8-((2s,5r)-4-(1-(benzo[d]thiazol-6-yl)ethyl)-5-ethyl-2-methylpiperazin-1-yl)-5-methyl-6-oxo-5,6-dihydroimidazo[1,2-b]pyridazin-2-yl)acetonitrile